NCCOCCO 1-Amino-2-(2-hydroxyethoxy)ethane